C1(=CC=CC=C1)C(=CCN(CCN(C)C)[C@H](C)C1=CC=C(C=C1)OC)C1=CC=CC=C1 (R)-N1-(3,3-Diphenylallyl)-N1-(1-(4-methoxyphenyl)ethyl)-N2,N2-dimethylethane-1,2-diamine